ethyl 1-(2-(1H-imidazol-1-yl)isonicotinamido)cyclopentane-1-carboxylate N1(C=NC=C1)C=1C=C(C(=O)NC2(CCCC2)C(=O)OCC)C=CN1